7-(4,6-diphenylpyrimidin-2-yl)-5-phenyl-7H-benzo[c]carbazole C1(=CC=CC=C1)C1=NC(=NC(=C1)C1=CC=CC=C1)N1C=2C=CC=CC2C=2C3=C(C(=CC12)C1=CC=CC=C1)C=CC=C3